C(C)OC(=O)C1=NN(C=2CC(CCC12)(C)C)C1OCCCC1 6,6-dimethyl-1-(tetrahydropyran-2-yl)-4,5,6,7-tetrahydro-1H-indazole-3-carboxylic acid ethyl ester